FC(OC=1C=C2C=C(NC2=CC1)C(=O)OCC)(F)F Ethyl 5-(trifluoromethoxy)-1H-indole-2-carboxylate